(4-aminophenyl)-2-(hydroxymethyl)-5-methyl-4,5-dihydropyridazin-3(2H)-one NC1=CC=C(C=C1)C1C(N(N=CC1C)CO)=O